ClC=1C2=C(N=CN1)OC(=C2)N2C(NC(C=C2)=O)=O (4-chlorofuro[2,3-d]pyrimidin-6-yl)-1H-pyrimidine-2,4-dione